BrC1=CC(=C(OC=2C(N(C=NC2C(C(F)F)(F)F)CC2=CC=C(C=C2)OC)=O)C(=C1)C)Cl 5-(4-bromo-2-chloro-6-methylphenoxy)-3-(4-methoxybenzyl)-6-(1,1,2,2-tetrafluoroethyl)pyrimidin-4(3H)-one